zinc (IV) hydrogen phosphate P(=O)(O)([O-])[O-].[Zn+4].P(=O)(O)([O-])[O-]